F[C@@H]1CN(CC[C@H]1NC1=NN2C(C=N1)=CN=C2C(C)CC)C(=O)[O-] (3R,4R)-3-fluoro-4-{[7-(sec-butyl)imidazo[4,3-f][1,2,4]triazin-2-yl]amino}piperidine-1-carboxylate